CN(C(OC(C)(C)C)=O)CCCCCCCC#C tert-butyl methyl(non-8-yn-1-yl)carbamate